(R)-N-(4-(trifluoromethyl)benzyl)azetidine FC(C1=CC=C(CN2CCC2)C=C1)(F)F